The molecule is a ketoaldehyde that is pentanal substituted by an oxo group at position 4. It has a role as a metabolite. CC(=O)CCC=O